C1(CCC1)CN(C(OC(C)(C)C)=O)CC=1C=CC=2N(C1)C=C(N2)CN2N=NC(=C2)C=2C=1N(C=C(C2)OC)C=NC1 tert-butyl N-(cyclobutylmethyl)-N-[[2-[[4-(6-methoxyimidazo[1,5-a]pyridin-8-yl)triazol-1-yl]methyl]imidazo[1,2-a]pyridin-6-yl]methyl]carbamate